OC(CN(CCCCCCCC(=O)OC(CCCCCCCC)CCCCCCCC)CCCCCC(OCCCCCCCCCCC)=O)CCCCNC(=O)C1=CN(C2=CC=CC=C12)C heptadecan-9-yl 8-((2-hydroxy-6-(1-methyl-1H-indole-3-carboxamido)hexyl)(6-oxo-6-(undecyloxy)hexyl)Amino)octanoate